[Si].[Ag] silver-silicon